perfluoro-2-propoxypropionic acid FC(C(=O)O)(C(F)(F)F)OC(C(C(F)(F)F)(F)F)(F)F